C(C)(C)(C)OC(=O)N1CCC(CC1)C(=O)C=1OC(=NN1)C=1C=NC=CC1 4-(5-(pyridin-3-yl)-1,3,4-oxadiazole-2-carbonyl)piperidine-1-carboxylic acid tert-butyl ester